C1(=CC=CC=C1)C(C)(C)C1=C(C=CC(=C1)C(C)(C)C1=CC=CC=C1)O 2,4-bis(2-phenylpropan-2-yl)phenol